CCC(=N)C(=O)OCC diethyl iminoacetate